(2-fluoro-5-hydroxyphenyl)(6-(5-(2-(trifluoromethyl)phenyl)-1H-pyrazol-1-yl)-2-azaspiro[3.3]hept-2-yl)methanone FC1=C(C=C(C=C1)O)C(=O)N1CC2(C1)CC(C2)N2N=CC=C2C2=C(C=CC=C2)C(F)(F)F